3-(((7-(2-Aminopyrimidin-4-yl)-2,3-dihydrofuro[3,2-c]pyridin-4-yl)amino)methyl)-N-(2-hydroxy-2-methylpropyl)benzamid NC1=NC=CC(=N1)C=1C2=C(C(=NC1)NCC=1C=C(C(=O)NCC(C)(C)O)C=CC1)CCO2